CC1(C=NC2=C(O1)C=CC(=C2)Br)C 2,2-dimethyl-6-bromo-2H-benzo[B][1,4]oxazin